O[C@@H]1CC[C@@]2([C@H]3CC[C@@]4([C@H](CC[C@H]4[C@@H]3[C@H](C[C@@H]2C1)O)[C@@H](CCC(=O)O)C)C)C |r| rac-(4R)-4-[rac-(3R,5S,7S,8R,9S,10S,13R,14S,17R)-3,7-dihydroxy-10,13-dimethyl-2,3,4,5,6,7,8,9,11,12,14,15,16,17-tetradecahydro-1H-cyclopenta[a]phenanthren-17-yl]pentanoic acid